O1CCN(CC1)C1=CC=2N(C=C1)C(=CN2)C(=O)Cl 7-morpholinoimidazo[1,2-a]pyridine-3-carbonyl chloride